NC1(C(N(CC1)C=1C=C2C=NN(C2=CC1)C1=CC=C(C=C1)F)C1=CC2=C(OCCO2)C=C1)CCC(=O)OC methyl 3-(3-amino-2-(2,3-dihydrobenzo[b][1,4]dioxin-6-yl)-1-(1-(4-fluorophenyl)-1H-indazol-5-yl)pyrrolidin-3-yl)propanoate